OC(CC(=O)NC1=NN2C(C=C(C=C2)C(F)(F)F)=C1C1=CC=CC=C1)(C)C 3-hydroxy-3-methyl-N-(3-phenyl-5-(trifluoromethyl)pyrazolo[1,5-a]pyridin-2-yl)butanamide